C(C1=CC=CC=C1)OC(=O)N1CCN(CC1)C(=O)C=1C(=C(C=CC1)N1C2CN(CC1CC2)C(=O)OC(C)(C)C)C tert-butyl 8-[3-(4-benzyloxycarbonylpiperazine-1-carbonyl)-2-methyl-phenyl]-3,8-diazabicyclo[3.2.1]octane-3-carboxylate